C(C)(C)OC(C(C1=CC=C(C=C1)F)N1[C@@H](CN([C@H](C1)C)C1=CC(N(C2=CC=C(N=C12)C#N)C)=O)C)=O 2-((2r,5s)-4-(6-cyano-1-methyl-2-oxo-1,2-dihydro-1,5-naphthyridin-4-yl)-2,5-dimethylpiperazin-1-yl)-2-(4-fluorophenyl)acetic acid isopropyl ester